ClC=1C=C(C(NC1)(C1=CC=CC=C1C=CCBr)I)OCC=CC1=CC=CC=C1 5-chloro-3-(cinnamyloxy)-2-iodopyridineCinnamyl bromide